NC1CCC(CC1)CC1C(CC(CC1)CC1CCC(CC1)N)N 2,5-di(4-aminocyclohexylmethyl)cyclohexyl-Amine